ClC=1C=C(C=CC1F)C(C=1NC(=C(N1)S(=O)(=O)C)C)OC1CC(CCC1)(C)C 2-[(3-chloro-4-fluorophenyl)-(3,3-dimethylcyclohexyl)oxymethyl]-5-methyl-4-methylsulfonyl-1H-imidazole